C1(CCCC1)OC1=NC=CC=C1C=1C=C2CCC(OC2=CC1)CCC(=O)O 3-[6-(2-cyclopentyloxy-pyridin-3-yl)-chroman-2-yl]Propionic acid